C(CCCCCCCCCCC)OC(CCCCN(C)C)=O 5-dimethylaminovaleric acid lauryl ester